4-[(2R)-3-(3,4-dihydro-1H-isoquinolin-2-yl)-2-hydroxy-propyl]-8-(1-propanoylazetidin-3-yl)oxy-2,3-dihydro-1,4-benzoxazepin-5-one C1N(CCC2=CC=CC=C12)C[C@H](CN1CCOC2=C(C1=O)C=CC(=C2)OC2CN(C2)C(CC)=O)O